C1(CC1)CN1C(=CC2=CC=C(C=C12)N1CCC(CC1)OC)C1=NC=2C(=CC=3CCN(C(C3C2)=O)C[C@@H]2N(CCOC2)S(=O)(=O)O)N1C (S)-3-((2-(1-(cyclopropylmethyl)-6-(4-methoxypiperidin-1-yl)-1H-indol-2-yl)-1-methyl-5-oxo-1,5,7,8-tetrahydro-6H-imidazo[4,5-g]isoquinolin-6-yl)methyl)morpholine-4-sulfonic acid